N-(3-sulfopropyl)ammonium S(=O)(=O)(O)CCC[NH3+]